CC(COCCNCCCN1CCCC1)CCC N-(2-(2-methylpent-1-yloxy)ethyl)-3-(pyrrolidinyl)propan-1-amine